COC(=O)C1=[N+](C(=CC=C1)C(F)(F)F)[O-] 2-(methoxycarbonyl)-6-(trifluoromethyl)pyridine 1-oxide